C(C)(=O)N1[C@H](CN(C[C@@H]1C)C(=O)OC(C)(C)C)C tert-butyl (3S,5S)-4-acetyl-3,5-dimethylpiperazine-1-carboxylate